C(C)C1(CS(C2=C(N(C1)C1=CC=CC=C1)C=C(C(=C2)O)SC)(=O)=O)C(C)C 3-ethyl-8-hydroxy-3-isopropyl-7-(methylsulfanyl)-5-phenyl-2,3,4,5-tetrahydro-1,5-benzothiazepine 1,1-dioxide